(piperazin-1-yl)-2,3-dihydro-1H-indene-5-carboxylic acid ethyl ester hydrochloride Cl.C(C)OC(=O)C=1C=C2CCC(C2=CC1)N1CCNCC1